5-methyl-4-(1-piperidyl)-3-(1H-pyrazol-4-yl)-1H-pyrrolo[2,3-b]pyridine CC=1C(=C2C(=NC1)NC=C2C=2C=NNC2)N2CCCCC2